CC1=C(C(NC(=C1)C)=O)CNC(=O)C=1C=C(C=C(C1C)N(C1CCOCC1)CC)C1=CC=C(C=C1)CN1C[C@@H](CCC1)O (R)-N-((4,6-dimethyl-2-oxo-1,2-dihydropyridin-3-yl)methyl)-5-(ethyl-(tetrahydro-2H-pyran-4-yl)amino)-4'-((3-hydroxypiperidin-1-yl)methyl)-4-methyl-[1,1'-biphenyl]-3-carboxamide